[C@H]12OC[C@H](N(C1)C[C@@H]1N(C[C@H](NC1)C)CC(=O)N1C3=C(OCC1)N=CC(=C3)CC3=CC=C(C=C3)F)C2 2-((2R,5R)-2-(((1R,4R)-2-oxa-5-azabicyclo[2.2.1]heptan-5-yl)methyl)-5-methylpiperazin-1-yl)-1-(7-(4-fluorobenzyl)-2,3-dihydro-1H-pyrido[2,3-b][1,4]oxazin-1-yl)ethan-1-one